ClC1=C2C(N(C=NC2=CC=C1SC=1N=CC=NC1)CC1OC1)=O 5-((5-chloro-3-(oxiran-2-ylmethyl)-4-oxo-3,4-dihydroquinazolin-6-yl)thio)pyrazine